1-(4-cyclopropyl-3,5-dimethoxybenzyl)-3-(2-isopropylphenyl)piperazine C1(CC1)C1=C(C=C(CN2CC(NCC2)C2=C(C=CC=C2)C(C)C)C=C1OC)OC